O1C(=CC=C1)C1=C(C=C(C=C1)CNC)NS(=O)(=O)C=1C=CC2=C(CCO2)C1 N-(2-(furan-2-yl)-5-((methylamino)methyl)phenyl)-2,3-dihydrobenzofuran-5-sulfonamide